1-(4-((4-((2',4'-difluoro-4-methoxy-[1,1'-biphenyl]-3-yl)amino)-7-((tetrahydrofuran-3-yl)oxy)quinazolin-6-yl)amino)piperidin-1-yl)prop-2-en-1-one FC1=C(C=CC(=C1)F)C1=CC(=C(C=C1)OC)NC1=NC=NC2=CC(=C(C=C12)NC1CCN(CC1)C(C=C)=O)OC1COCC1